3-chloro-6-(difluoromethyl)-2-iodo-phenylacetic acid ClC=1C(=C(C(=CC1)C(F)F)CC(=O)O)I